N-(2-cyclopropyl-4-iodo-5-methylphenyl)-N-(3-methoxy-5-methylpyridin-2-yl)-3-(oxan-4-yl)prop-2-ynamide C1(CC1)C1=C(C=C(C(=C1)I)C)N(C(C#CC1CCOCC1)=O)C1=NC=C(C=C1OC)C